1-(3,4-dimethoxyphenyl)-N-[(2-pyrazol-1-yl-4-pyridyl)methyl]methanamine COC=1C=C(C=CC1OC)CNCC1=CC(=NC=C1)N1N=CC=C1